C[C@H]1N(CCOC1)N1C(C=CC=C1N1C(CN(CC1)C(=O)C1OCCC1)C(F)(F)F)=O [(3R)-3-methylmorpholin-4-yl]-6-[4-(tetrahydrofuran-2-carbonyl)-2-(trifluoromethyl)piperazin-1-yl]-1H-pyridin-2-one